(2R,3S,4R,5S)-3-(3,4-difluoro-2-methylphenyl)-N-(6-((R)-1,2-dihydroxyethyl)pyridin-3-yl)-4,5-dimethyl-5-(trifluoromethyl)tetrahydrofuran-2-carboxamide FC=1C(=C(C=CC1F)[C@H]1[C@@H](O[C@@]([C@@H]1C)(C(F)(F)F)C)C(=O)NC=1C=NC(=CC1)[C@H](CO)O)C